2-(2-ethoxy)ethyl acrylate C(C=C)(=O)OCCOCC